C(#N)C=1C(=CC(=NC1)NC(=O)N1CCCC2=CC(=C(N=C12)C=O)CO)OC1CCN(CC1)C N-(5-cyano-4-((1-methylpiperidin-4-yl)oxy)pyridin-2-yl)-7-formyl-6-(hydroxymethyl)-3,4-dihydro-1,8-naphthyridine-1(2H)-carboxamide